C(C)(C)(C)OC(=O)N1CCC(CC1)C=1C=CC=C2C=C(N(C12)CC1CC1)C(=O)OCC ethyl 7-(1-(tert-butoxycarbonyl) piperidin-4-yl)-1-(cyclopropylmethyl)-1H-indole-2-carboxylate